5-{4-[4-(5-cyano-3-indolyl)butyl]-1-piperazinyl}benzofuran-2-carboxamide hydrochloride Cl.C(#N)C=1C=C2C(=CNC2=CC1)CCCCN1CCN(CC1)C=1C=CC2=C(C=C(O2)C(=O)N)C1